FC1(CCN(CC1)C=1C=C(C=CC1OC)NC(C1=C(C=C(C=C1)NS(=O)(=O)CC)N1CC2CC2(CC1)C)=O)F N-(3-(4,4-difluoropiperidin-1-yl)-4-methoxyphenyl)-4-(ethylsulfonamido)-2-(6-methyl-3-azabicyclo[4.1.0]heptane-3-yl)benzamide